Cl.NCCC1=CC(O)=C(O)C=C1 dopamine-hydrochloride